C(C)(C)(C)C(C(=O)N)N(C=1C2=C(N=C(N1)C1=NC(=CC=C1)C)CCC2)C tert-butyl-2-{methyl[2-(6-methylpyridin-2-yl)-5H,6H,7H-cyclopenta[d]pyrimidin-4-yl]amino}acetamide